N-isopropyl-4-(methoxymethyl)-6-(thiazol-2-ylmethoxy)-9H-pyrido[3,4-b]indole-3-carboxamide C(C)(C)NC(=O)C1=C(C2=C(NC3=CC=C(C=C23)OCC=2SC=CN2)C=N1)COC